ClC1=C(C=C(C=C1)F)NC1=NC=C(C=C1C1N(C2=CC=CC=C2C1)C(=O)N)C(NC)=O {2-[(2-chloro-5-fluorophenyl)amino]-5-(methylcarbamoyl)pyridin-3-yl}-2,3-dihydro-1H-indole-1-carboxamide